N-(2-Aminoethyl)aminomethyl-triethoxysilan NCCNC[Si](OCC)(OCC)OCC